CN(C)C(=O)C1CCC1 N,N-dimethylcyclobutanecarboxamide